tert-butyl (5-(2-((2S,5R)-2-(4-aminophenyl)-5-methylpiperidin-1-yl)-2-oxoacetamido)-3-methylpyridin-2-yl)carbamate NC1=CC=C(C=C1)[C@H]1N(C[C@@H](CC1)C)C(C(=O)NC=1C=C(C(=NC1)NC(OC(C)(C)C)=O)C)=O